ethyl (5S)-2-[(3,3-difluorocyclobutanecarbonyl)amino]-5-[3-[[5-(difluoromethoxy)-2-methyl-pyrazol-3-yl]amino]-1,2,4-triazol-4-yl]-4,5,6,7-tetrahydrobenzothiophene-3-carboxylate FC1(CC(C1)C(=O)NC=1SC2=C(C1C(=O)OCC)C[C@H](CC2)N2C(=NN=C2)NC=2N(N=C(C2)OC(F)F)C)F